FC=1C=C(C=CC1OC)[C@H](C)N (S)-1-(3-fluoro-4-methoxyphenyl)ethylamine